methyl (fluoromethyl) sulfate S(=O)(=O)(OC)OCF